NCC=1C=C(C(=O)N[C@@H]2CN(CCC2)C(=O)OC(C)(C)C)C=CC1 tert-butyl (S)-3-(3-(aminomethyl)benzamido)piperidine-1-carboxylate